NC1=NC=CC=C1C(C#CC1=CC=C(C=C1)F)=O 1-(2-aminopyridin-3-yl)-3-(4-fluorophenyl)prop-2-yn-1-one